N-(1-(3-chlorophenyl)-2-hydroxyethyl)-1H-pyrrole-3-carboxamide ClC=1C=C(C=CC1)C(CO)NC(=O)C1=CNC=C1